(1S,4R)-N-((S)-1-(6-(4-fluoro-1H-pyrazol-1-yl)pyridin-3-yl)ethyl)-4-hydroxy-4-(4-methyl-6-(5-methyl-1H-pyrazol-3-ylamino)pyridin-2-yl)cyclohexanecarboxamide FC=1C=NN(C1)C1=CC=C(C=N1)[C@H](C)NC(=O)C1CCC(CC1)(C1=NC(=CC(=C1)C)NC1=NNC(=C1)C)O